C(C(C)C)(=O)OC[C@H]1O[C@H]([C@]([C@@H]1O)(C)F)C1=CC=C2C(=NC=NN21)N ((2R,3R,4R,5S)-5-(4-aminopyrrolo[2,1-f][1,2,4]triazin-7-yl)-4-fluoro-3-hydroxy-4-methyltetrahydrofuran-2-yl)methyl isobutyrate